(S)-6-amino-N-(2-(1,2,3,4,5-pentamethylcyclopentan-2,4-dien-1-yl)ethyl)-2-(3-(1,2,3,4,5-pentamethylcyclopentan-2,4-dien-1-yl)propionylamino)hexanamide oxalate C(C(=O)O)(=O)O.NCCCC[C@@H](C(=O)NCCC1(C(=C(C(=C1C)C)C)C)C)NC(CCC1(C(=C(C(=C1C)C)C)C)C)=O